ClC1=C(C=CC(=C1)Cl)C=1CCCC2=C(C1C1=CC=C(C=C1)C=C1CN(C1)CC(CF)F)C=CC(=C2)C(=O)O 8-(2,4-dichlorophenyl)-9-(4-((1-(2,3-difluoropropyl)azetidin-3-ylidene)methyl)phenyl)-6,7-dihydro-5H-benzo[7]annulene-3-carboxylic acid